BrC1=C(C=C(C(=C1Cl)Cl)Cl)O 2-Bromo-3,4,5-trichlorophenol